9,9-bis[4-(2-amino-6-trifluoromethylphenoxy)phenyl]fluorene NC1=C(OC2=CC=C(C=C2)C2(C3=CC=CC=C3C=3C=CC=CC23)C2=CC=C(C=C2)OC2=C(C=CC=C2C(F)(F)F)N)C(=CC=C1)C(F)(F)F